ClC1=NC2=CC=CC=C2C(=C1)C(=O)[O-] 2-chloroquinoline-4-carboxylate